isobutenoic acid C(C(=C)C)(=O)O